C1=C(C=CC2=CC(=CC=C12)C1=CC=C(C=C1)NC1=C(C=CC=C1)C1=CC=CC=C1)C1=CC2=CC=CC=C2C=C1 N-[4-(2,2'-binaphthyl-6-yl)phenyl]-N-(biphenyl-2-yl)amine